di(n-butyl)amine C(CCC)NCCCC